4-(benzo[d]oxazol-2-ylmethoxy)-3-methylaniline O1C(=NC2=C1C=CC=C2)COC2=C(C=C(N)C=C2)C